2-((3-(6-methylheptyl)-1,2,4-oxadiazol-5-yl)methyl)acrylic acid CC(CCCCCC1=NOC(=N1)CC(C(=O)O)=C)C